O[C@@H]1[C@@H]2[C@H](OC1)CCO2 (3S,3aR,6R,6aR)-3-hydroxy-2,3,3a,5,6,6a-hexahydrofuro[3,2-b]furan